(R)-6-methyl-3-nitro-2-phenyl-2H-chromene CC=1C=C2C=C([C@H](OC2=CC1)C1=CC=CC=C1)[N+](=O)[O-]